COC=1C=C(C=CC1C1=CC=NN1C)NC1=NC=C(C(=N1)N1OCCC1C1=CC=CC=C1)C(F)(F)F N-(3-methoxy-4-(1-methyl-1H-pyrazol-5-yl)phenyl)-4-(3-phenylisoxazolidin-2-yl)-5-(trifluoromethyl)pyrimidin-2-amine